COC1=C(C(=O)OC)C(=CC(=C1)C1=CN=C2N1C=CC(=C2)C2=CC(=NO2)C)OC methyl 2,6-dimethoxy-4-[7-(3-methylisoxazol-5-yl)imidazo[1,2-a]pyridin-3-yl]benzoate